6'-((7-((2-fluoro-4-(oxetane-3-sulfonimidoyl)phenyl)amino)-2,6-naphthyridin-1-yl)ethynyl)spiro[cyclopropane-1,3'-indolin]-2'-one FC1=C(C=CC(=C1)S(=O)(=N)C1COC1)NC1=NC=C2C=CN=C(C2=C1)C#CC1=CC=C2C3(C(NC2=C1)=O)CC3